diethyl 7-bromoimidazo[1,2-a]pyridine-2,3-dicarboxylate BrC1=CC=2N(C=C1)C(=C(N2)C(=O)OCC)C(=O)OCC